CON(C(=O)C1=CC=NN1CC1=CC=C(C=C1)OC)C N-methoxy-1-(4-methoxybenzyl)-N-methyl-1H-pyrazole-5-carboxamide